FC=1C=CC(=NC1)OCC1NC2CC(C1C)C2 trans-3-{[(5-fluoropyridin-2-yl)oxy]methyl}-4-methyl-2-azabicyclo[3.1.1]heptane